OC1=C(C=C(C=2OC3=CC(=C(C(=C3C(C2)=O)O)OC)O)C=C1)OC 4',5,7-trihydroxy-3',6-dimethoxyflavone